(2,2,3,3-tetrafluoropropyl)N,N-di-n-propylamide FC(CCCC[N-]CCC)(C(F)F)F